O=C1NC(CCC1N1CC2=CC=C(C=C2C1=O)CNC(OC1CCC(CC1)(C)C)=O)=O 4,4-dimethylcyclohexyl ((2-(2,6-dioxopiperidin-3-yl)-3-oxoisoindolin-5-yl)methyl)carbamate